OC1(CCN(CC1)C1=C(C=C(C=C1)C(F)(F)F)NC(=O)C=1OC(=CC1)C1CCOCC1)C1=CC=CC=C1 N-(2-(4-hydroxy-4-phenylpiperidin-1-yl)-5-(trifluoromethyl)-phenyl)-5-(tetrahydro-2H-pyran-4-yl)furan-2-carboxamide